(S)-4-(4-chlorobenzyl)-3-(4-chlorophenyl)-1-isopropylpiperazine-2,5-dione ClC1=CC=C(CN2[C@H](C(N(CC2=O)C(C)C)=O)C2=CC=C(C=C2)Cl)C=C1